tert-butyl (4-((2-((3R,4S)-3,4-dimethoxypyrrolidin-1-yl)pyrimidin-4-yl)oxy)-2-fluorophenyl)carbamate CO[C@@H]1CN(C[C@@H]1OC)C1=NC=CC(=N1)OC1=CC(=C(C=C1)NC(OC(C)(C)C)=O)F